FC1=CC=C(C=C1)C(=O)N1C(C=2N(CC1)C(=NC2)C=2SC(=CN2)C)C (4-fluorophenyl)(8-methyl-3-(5-methylthiazol-2-yl)-5,6-dihydroimidazo[1,5-a]pyrazine-7(8H)-yl)methanone